morpholine-3,5-dione trifluoroacetate FC(C(=O)O)(F)F.N1C(COCC1=O)=O